FC(C(=O)O)(F)F.NC=1C=2N(C=C(N1)C(F)(F)F)C(=CN2)C=2C=C(C=CC2C)S(=O)(=O)NC21CC(C2)(C1)C(=O)N 3-(3-(8-Amino-6-(trifluoromethyl)imidazo[1,2-a]pyrazin-3-yl)-4-methylphenylsulfonamido)bicyclo[1.1.1]pentane-1-carboxamide trifluoroacetate salt